C[SH-]C(OCC12COC(C1)C2)=S O-((2-oxabicyclo(2.1.1)hexan-4-yl) methyl) S-methyldithiocarbonate